20-(carboxymethyl)-1-(9H-fluoren-9-yl)-3,19-dioxo-2,7,10,13,16-pentaoxa-4,20-diazadocosan-22-oic acid C(=O)(O)CN(C(CCOCCOCCOCCOCCNC(OCC1C2=CC=CC=C2C=2C=CC=CC12)=O)=O)CC(=O)O